4-(2-methyl-3-(naphthalen-2-yl)acrylamido)nicotinic acid CC(C(=O)NC1=CC=NC=C1C(=O)O)=CC1=CC2=CC=CC=C2C=C1